N3-(2-methoxyethyl)-N3-methyl-1,2,4-thiadiazole-3,5-diamine COCCN(C1=NSC(=N1)N)C